C(C)(C)(C)OC(=O)N1CCC(CC1)=C(C1=CC=NC=C1)C1=CC(=CC=C1)S(=O)(=O)C 4-[(3-methylsulfonylphenyl)-(4-pyridinyl)methylene]Piperidine-1-carboxylic acid tert-butyl ester